4-(isobutoxy)cyclohexanone tert-Butyl-6-[2-[[7-(5-methyl-1,2,4-oxadiazol-3-yl)-1-isoquinolyl]amino]ethyl]-5,7-dihydro-4H-thieno[2,3-c]pyridine-2-carboxylate C(C)(C)(C)OC(=O)C1=CC2=C(CN(CC2)CCNC2=NC=CC3=CC=C(C=C23)C2=NOC(=N2)C)S1.C(C(C)C)OC1CCC(CC1)=O